C(=C)[B-](F)(F)F.[K+] potassium (ethenyl)trifluoroborate